CC(=CCC1=C(C2=CC=CC=C2C(=C1)O)O)C The molecule is a polyprenylnaphthohydroquinone that is naphthalene-1,4-diol having a polyprenyl substituent of unspecified chain-length at the 2-position. It is a polyprenylhydroquinone and a naphthohydroquinone.